C(C)(C)(C)OC(C1=CN=C(C=C1)N(N(C[C@@H]1CC[C@H](CC1)C(F)(F)F)C(=O)OC(C)(C)C)CC)=O 6-(1-Ethyl-2-(t-Butoxycarbonyl)-2-((trans-4-(trifluoromethyl)cyclohexyl)methyl)hydrazino)nicotinic acid tert-butyl ester